2-((((2S,4R)-1-((S)-2-acetamido-3,3-dimethylbutanoyl)-4-hydroxypyrrolidine-2-carboxamido)methyl)-5-(4-methylthiazol-5-yl)phenoxy)cyclohexane C(C)(=O)N[C@H](C(=O)N1[C@@H](C[C@H](C1)O)C(=O)NCC1=C(OC2CCCCC2)C=C(C=C1)C1=C(N=CS1)C)C(C)(C)C